FC1=CC=C(C=C1)CC[C@@H]1N=C([C@H](N=C1OC)C(C)C)OC (2S,5R)-2-[2-(4-fluorophenyl)ethyl]-5-isopropyl-3,6-dimethoxy-2,5-dihydropyrazine